C(C)(=O)O[C@H]1[C@H](N(C[C@@H]1OC(=O)OC(C)(C)C)C(=O)OC(C)(C)C)CC1=CC=C(C=C1)C=1SC(=CC1)Cl tert-butyl (2R,3S,4S)-3-(acetyloxy)-4-[(tert-butoxycarbonyl)oxy]-2-{[4-(5-chlorothiophen-2-yl)phenyl]methyl}pyrrolidine-1-carboxylate